N[C@H](CCNC(OC(C)(C)C)=O)CO[Si](C)(C)C(C)(C)C Tert-butyl N-[(3R)-3-amino-4-[tert-butyl(dimethyl)silyl]oxybutyl]carbamate